C12(CC3CC(CC(C1)C3)C2)CN(C(=O)C=2N=NC(=CC2)N2CCN(CC2)CC2=C(C=C(C=C2)C=2C=NC=C(C2)O)CC)C N-(1-Adamantylmethyl)-6-[4-[[2-ethyl-4-(5-hydroxypyridin-3-yl)phenyl]methyl]piperazin-1-yl]-N-methylpyridazine-3-carboxamide